C1(CCCC1)NC(OC1CN(C1)C1=CC(=C(C(=C1)F)C1C(NC(CC1)=O)=O)F)=O 1-(4-(2,6-dioxopiperidin-3-yl)-3,5-difluorophenyl)azetidin-3-yl cyclopentylcarbamate